1-methyl-4-(4,4,5,5-tetramethyl-1,3,2-dioxaborin-2-yl)-1,2,3,6-tetrahydropyridine CN1CCC(=CC1)B1OCC(C(O1)(C)C)(C)C